tert-butyl-(4S)-4-isobutyl-4-methyl-1,2,3-oxathiazolidine C(C)(C)(C)N1SOC[C@]1(C)CC(C)C